C(C(O)C)(=O)O.C(C(O)C)(=O)OCCCCCCCCCCCCCCCC cetyl lactate (Lactate)